(2S,3S,4R,5S)-N-(3-carbamoyl-4-fluoro-phenyl)-3-(3,4-difluoro-2-methoxy-phenyl)-4,5-dimethyl-5-(trifluoromethyl)tetrahydrofuran-2-carboxamide Gold-Silver-Palladium [Pd].[Ag].[Au].C(N)(=O)C=1C=C(C=CC1F)NC(=O)[C@H]1O[C@@]([C@@H]([C@H]1C1=C(C(=C(C=C1)F)F)OC)C)(C(F)(F)F)C